1-(4-chloro-2-cyano-phenyl)-N-[2,3,6-trifluoro-4-[[3-[2-[[(3S,5S)-5-fluoro-3-piperidyl]amino]pyrimidin-4-yl]-2-pyridyl]oxy]phenyl]methanesulfonamide ClC1=CC(=C(C=C1)CS(=O)(=O)NC1=C(C(=C(C=C1F)OC1=NC=CC=C1C1=NC(=NC=C1)N[C@@H]1CNC[C@H](C1)F)F)F)C#N